tert-butyl 3-chloro-4-(2,6-dioxo-1-((2-(trimethylsilyl)ethoxy)methyl)piperidin-3-yl)benzyl-carbamate ClC=1C=C(CNC(OC(C)(C)C)=O)C=CC1C1C(N(C(CC1)=O)COCC[Si](C)(C)C)=O